FC1([C@@H](CN(C1)C)NC1=NN2C(C(=N1)OC)=C(C(=C2[2H])F)C=2C=CC1=C(N(N=N1)CCF)C2)F (R)-N-(4,4-difluoro-1-methylpyrrolidin-3-yl)-6-fluoro-5-(1-(2-fluoroethyl)-1H-benzo[d][1,2,3]triazol-6-yl)-4-methoxypyrrolo[2,1-f][1,2,4]triazin-7-d-2-amine